(R)-N'-(((S)-3-(2-methoxypyridin-4-yl)-8-methylbicyclo[4.2.0]octa-1(6),2,4-trien-2-yl)carbamoyl)-6,7-dihydro-5H-pyrazolo[5,1-b][1,3]oxazine-3-sulfonimidamide COC1=NC=CC(=C1)C1=C(C=2[C@H](CC2C=C1)C)NC(=O)N=[S@](=O)(N)C=1C=NN2C1OCCC2